Benzyl N-(1-tert-butyl-3-{1,4-dioxaspiro[4.4]nonan-7-yl}-1H-pyrazol-5-yl)carbamate C(C)(C)(C)N1N=C(C=C1NC(OCC1=CC=CC=C1)=O)C1CC2(OCCO2)CC1